C(CCCCCCCCC)OC(CCCCC\C=C/CC\C=C/CCCC)OCCCCCCCCCC (5Z,9Z)-16,16-didecyloxy-5,9-hexadecadiene